3-methoxy-4-nitrobenzene sodium [Na].COC=1C=CC=CC1[N+](=O)[O-]